NC1=CC=C(C=C1)N(C1=CC=C(C=C1)N)C1=CC=C(C=C1)N tri(4-aminophenyl)amine